CC1=C(C[PH2]=O)C(=CC(=C1)C)C 2,4,6-trimethylbenzylphosphine oxide